C(C)(C)(C)N1[C@H](CC[C@@H](C1)NC(COC1=CC(=C(C=C1)Cl)F)=O)C=1OC(=NN1)Br tert-butyl-(2R,5S)-2-(5-bromo-1,3,4-oxadiazol-2-yl)-5-[[2-(4-chloro-3-fluoro-phenoxy)acetyl]amino]piperidine